cis-4-((5-(8-Fluoroimidazo[1,2-a]pyridin-6-yl)-7H-pyrrolo[2,3-d]pyrimidin-2-yl)amino)-1-methylcyclohexan-1-ol FC=1C=2N(C=C(C1)C1=CNC=3N=C(N=CC31)NC3CCC(CC3)(O)C)C=CN2